[2-(allyloxy)phenyl]amine C(C=C)OC1=C(C=CC=C1)N